N-(3-methoxybenzyl)-4-aminobenzenesulfonamide COC=1C=C(CNS(=O)(=O)C2=CC=C(C=C2)N)C=CC1